C(C1=CC=CC=C1)OC(=O)NCC[C@H](C(=O)O)NC(=O)OC(C)(C)C |o1:13| (R or S)-4-(((benzyloxy)carbonyl)amino)-2-((tert-butoxycarbonyl)amino)butanoic acid